C[Si](OC)(OC)CCCNCCN methyl-N-(beta-aminoethyl)-gamma-aminopropyl-dimethoxysilane